C(C1=CC=CC=C1)N1CC(C(CC1)N)O benzyl-4-amino-3-hydroxypiperidine